(S)-3-((3-aminophenyl)amino)piperidine-2,6-dione NC=1C=C(C=CC1)N[C@@H]1C(NC(CC1)=O)=O